C(C)(C)(C)OC(NC1(CC2=CC=C(C=C2C1)Br)C=1N=C2N(C=CC=C2)C1)=O (5-bromo-2-(imidazo[1,2-a]pyridin-2-yl)-2,3-dihydro-1H-inden-2-yl)carbamic acid tert-butyl ester